N1N=CC2=CC(=CC=C12)CN (1H-indazol-5-yl)methanamine